4-(3-(4-Nitrophenyl)imidazo[1,2-a]pyridin-7-yl)-3,6-dihydropyridine-1(2H)-carboxylic acid tert-butyl ester C(C)(C)(C)OC(=O)N1CCC(=CC1)C1=CC=2N(C=C1)C(=CN2)C2=CC=C(C=C2)[N+](=O)[O-]